N-(4-cyclohexylphenyl)azetidin-3-amine C1(CCCCC1)C1=CC=C(C=C1)NC1CNC1